4-chloro-3,5-difluoro-2-nitroaniline ClC1=C(C(=C(N)C=C1F)[N+](=O)[O-])F